CC1=NC=CC(=C1C)C1=C(C=C(C=C1)NC([C@H](C(C1=CC=CC=C1)C1=CC=CC=C1)NC(=O)C1=CC=NN1C)=O)F (S)-N-(1-((4-(2,3-dimethylpyridin-4-yl)-3-fluorophenyl)amino)-1-oxo-3,3-diphenylpropan-2-yl)-1-methyl-1H-pyrazole-5-carboxamide